(R)-4-(5-(3-ethoxy-4-methoxyphenyl)-6-methylpyridin-3-yl)-1,2-oxaborol-2-ol C(C)OC=1C=C(C=CC1OC)C=1C=C(C=NC1C)C=1CB(OC1)O